ClC1=C(C=CC(=C1)F)[C@@H](C)NC(=O)C1(C=2C=CC=NC2C(CC1)(CO)O)F N-((R)-1-(2-Chloro-4-fluorophenyl)ethyl)-5-fluoro-8-hydroxy-8-(hydroxymethyl)-5,6,7,8-tetrahydrochinolin-5-carboxamid